CN1C(N(C2=CC(=CC=C2C1C)C(NCC1=C(C=C(C=C1F)F)F)=O)CC1=C(C=C(OCC(=O)O)C=C1)F)=O 2-(4-((3,4-dimethyl-2-oxo-7-((2,4,6-trifluorobenzyl)carbamoyl)-3,4-dihydroquinazolin-1(2H)-yl)methyl)-3-fluorophenoxy)acetic acid